3-((3-methacrylamidopropyl) dimethyl ammonio)propane-1-sulfonate C(C(=C)C)(=O)NCCC[N+](CCCS(=O)(=O)[O-])(C)C